(R,E)-(1-(4-((cyclohexylmethyl)amino)-4-oxobut-2-enamido)-2-phenylethyl)boric acid C1(CCCCC1)CNC(/C=C/C(=O)N[C@@H](CC1=CC=CC=C1)OB(O)O)=O